ethyl 3-(4-(2-isopropylphenoxy)-2-((tetrahydro-2H-pyran-2-yloxy) methyl) phenyl)-4-nitrobutanoate C(C)(C)C1=C(OC2=CC(=C(C=C2)C(CC(=O)OCC)C[N+](=O)[O-])COC2OCCCC2)C=CC=C1